[Pd](Cl)Cl.C1(=CC=CC=C1)P(=O)([C-]1C=CC=C1)C1=CC=CC=C1.[C-]1(C=CC=C1)P(=O)(C1=CC=CC=C1)C1=CC=CC=C1.[Fe+2] 1,1'-bis(diphenylphosphinyl)ferrocene palladium(II) dichloride